O1CCC(CC1)CN([C@@H](C)C(=O)O)P(=O)(OC1=CC=CC=C1)OC1=CC=C(C=C1)[N+](=O)[O-].ClC=1C=C(C=CC1NC1=NC=NC2=CC(=C(C=C12)OC)OCC1CCN(CC1)C)C1=C(C(=O)N)C=CC=C1 (3-chloro-4-((6-methoxy-7-((1-methylpiperidin-4-yl)methoxy)quinazolin-4-yl)amino)phenyl)benzamide (tetrahydro-2H-pyran-4-yl)methyl-((4-nitrophenoxy)(phenoxy)phosphoryl)-L-alaninate